(S)-5-((4-((2-hydroxy-1-phenylethyl)amino)-5-(3-methyl-1,2,4-oxadiazol-5-yl)pyridin-2-yl)amino)-3,3-dimethylisoindolin-1-one OC[C@H](C1=CC=CC=C1)NC1=CC(=NC=C1C1=NC(=NO1)C)NC=1C=C2C(NC(C2=CC1)=O)(C)C